4-acryloyloxy-4'-methoxybenzophenone C(C=C)(=O)OC1=CC=C(C(=O)C2=CC=C(C=C2)OC)C=C1